(((4r,6s)-4-methyl-8-oxo-7-oxa-9-azadispiro[2.2.46.23]dodecane-4-yl)methyl)-1H-benzo[d]imidazole-6-carbonitrile C[C@@]1(C2(CC2)CC[C@@]2(C1)OC(NC2)=O)CN2C=NC1=C2C=C(C=C1)C#N